FC(CCC(=O)N1CCC2(CC(=NO2)C)CC1)(F)F 4,4,4-trifluoro-1-(3-methyl-1-oxa-2,8-diazaspiro[4.5]dec-2-en-8-yl)butan-1-one